tert-Butyl 2-((((9H-fluoren-9-yl)methoxy) carbonyl)(methyl)amino)-3-(4-chlorophenyl)propanoate C1=CC=CC=2C3=CC=CC=C3C(C12)COC(=O)N(C(C(=O)OC(C)(C)C)CC1=CC=C(C=C1)Cl)C